OC=1C=CC(=NC1)C1=C(C(=NO1)C)NC(OCC1=CC=CC=C1)=O benzyl (5-(5-hydroxypyridin-2-yl)-3-methylisoxazol-4-yl)carbamate